NCCC(=O)N1C(CC(CC1(C)C)C(OC)C=1N=NC(=CC1)C1=C(C=C(C=C1)C=1C=NNC1)O)(C)C 3-amino-1-(4-((6-(2-hydroxy-4-(1H-pyrazol-4-yl)phenyl)pyridazin-3-yl)(methoxy)methyl)-2,2,6,6-tetramethylpiperidin-1-yl)propan-1-one